N'-(5-bromo-2-hydroxybenzylidene)-2-((3-fluorophenyl)amino)propionylhydrazine BrC=1C=CC(=C(C=NNC(C(C)NC2=CC(=CC=C2)F)=O)C1)O